(R)-1-phenylethyl (4-fluoro-1-(2'-fluoro-4'-(1-((methylsulfonyl)carbamoyl)cyclopropyl)-[1,1'-biphenyl]-4-yl)-1H-pyrazol-5-yl)carbamate FC=1C=NN(C1NC(O[C@H](C)C1=CC=CC=C1)=O)C1=CC=C(C=C1)C1=C(C=C(C=C1)C1(CC1)C(NS(=O)(=O)C)=O)F